(2R,3R,3aS,6S,6aR)-6-((2-amino-3-chloroquinolin-7-yl)methyl)-2-(4-methyl-7H-pyrrolo[2,3-d]pyrimidin-7-yl)hexahydro-3aH-cyclopenta[b]furan-3,3a-diol NC1=NC2=CC(=CC=C2C=C1Cl)C[C@@H]1CC[C@]2([C@@H]1O[C@H]([C@@H]2O)N2C=CC1=C2N=CN=C1C)O